NC1=C2N=CN(C2=NC=N1)[C@@H]1O[C@@H]([C@H]2OP(O[C@H]21)(O)=O)CO (3aR,4R,6R,6aR)-4-(6-amino-9H-purin-9-yl)-2-hydroxy-6-(hydroxymethyl)tetrahydrofuro[3,4-d][1,3,2]dioxaphosphole 2-oxide